ClC1=CC(=C(N=N1)C1=CC=C(C=C1)C(F)(F)F)C 6-chloro-4-methyl-3-[4-(trifluoromethyl)phenyl]pyridazine